ditertbutyl dicarbonate C(=O)(OC(C)(C)C)OC(=O)OC(C)(C)C